2-(1-hydroxypropan-2-yl)pyrazolo[1,5-a]pyrimidin-7(4H)-one OCC(C)C1=NN2C(NC=CC2=O)=C1